methyl-3,5,13,15-tetrakis(mercaptomethyl-thio)-1,17-dimercapto-2,6,8,10,12,16-hexathiaheptadecaneN CC(SC(=CC(SCSCSCSC(CC(SCS)SCS)SCS)SCS)SCS)S